1-(2-chlorophenyl)-7-ethyl-4-(methyl-amino)pyrido[2,3-d]pyrimidin-2(1H)-one ClC1=C(C=CC=C1)N1C(N=C(C2=C1N=C(C=C2)CC)NC)=O